FC(CNC(=O)C=1C=NN2C1C=C(C=C2)C2=CNC=1N=C(N=CC12)N[C@@H]1CC[C@@H](CC1)OCC)F N-(2,2-difluoroethyl)-5-(2-((cis-4-ethoxycyclohexyl)amino)-7H-pyrrolo[2,3-d]pyrimidin-5-yl)pyrazolo[1,5-a]pyridine-3-carboxamide